IC=1N=CN2C1N(C(C1=CC(=CC(=C21)C(C)NC2=C(C(=O)OC)C=CC=C2)C)=O)C Methyl 2-((1-(3-iodo-4,7-dimethyl-5-oxo-4,5-dihydroimidazo[1,5-a]quinazolin-9-yl)ethyl)amino)benzoate